FC1(C=2C=CC=CC2C1)F 7,7-difluorobicyclo[4.2.0]octa-1(6),2,4-trien